FC=1C(=C(C=CC1F)[C@H]1[C@@H](O[C@]([C@H]1CC)(C(F)(F)F)C)C(=O)O)O |r| rac-(2r,3s,4s,5r)-3-(3,4-difluoro-2-hydroxy-phenyl)-4-ethyl-5-methyl-5-(trifluoromethyl)tetrahydrofuran-2-carboxylic acid